P(O)(=O)(OP(=O)(O)OP(=O)(O)O)OC[C@@H]1C[C@H]([C@@H](O1)N1C(=O)NC(=O)C(=C1)C)O 3'-Deoxy-5-Methyluridine-5'-Triphosphate